benzo[d]thiazol-6-ylmethyl 4-(6-(1-methyl-1H-pyrazol-4-yl)pyrazolo[1,5-a]pyridin-3-yl)piperazine-1-carboxylate CN1N=CC(=C1)C=1C=CC=2N(C1)N=CC2N2CCN(CC2)C(=O)OCC2=CC1=C(N=CS1)C=C2